OCC1(CCC1)NC(=O)C1=C(OC2=CN=C(C=C21)OCC2=NC=CC=C2)C N-[1-(hydroxymethyl)cyclobutyl]-2-methyl-5-[(pyridin-2-yl)methoxy]furo[2,3-c]pyridine-3-carboxamide